N-nitrosocystine N(=O)N[C@@H](CSSC[C@@H](C(=O)O)N)C(=O)O